3,5-dibromo-1-(3-methylphenyl)-1H-pyrazole BrC1=NN(C(=C1)Br)C1=CC(=CC=C1)C